4-methylpyrazole sulfate S(=O)(=O)(O)O.CC=1C=NNC1